CC=1N=NC(=C(C1C)C)C 3,4,5,6-tetramethylpyridazine